C1(CC1)N1C(C2=C(CC1)NC(=C2C2=CC=C(C=C2)F)C2=CC(=NC=C2)NC(C)=O)=O N-{4-[5-cyclopropyl-3-(4-fluorophenyl)-4-oxo-4,5,6,7-tetrahydro-1H-pyrrolo[3,2-c]pyridin-2-yl]pyridin-2-yl}acetamide